CC1=NOC(=C1C=1C=C2C=NC(=NC2=CC1)N1CC2=C(CC1)N=CN2C)C 6-(3,5-dimethylisoxazol-4-yl)-2-(3-methyl-3,4,6,7-tetrahydro-5H-imidazo[4,5-c]pyridin-5-yl)quinazolin